[Na+].[Na+].C12(C(CC(CC1)C2)C(=O)[O-])C(=O)[O-] bicyclo[2.2.1]heptanedicarboxylic acid, disodium salt